C\C(=C/COC1OCCCC1)\CCC=C(C([2H])([2H])[2H])C([2H])([2H])[2H] (E)-2-((3-methyl-7-(methyl-d3)octa-2,6-dien-1-yl-8,8,8-d3)oxy)tetrahydro-2H-pyran